tert-butyl (3S)-3-{5-[(tert-butoxy carbonyl)(methyl)amino]-4-cyano-3-[2-(trimethylsilyl)ethynyl]pyrazol-1-yl}pyrrolidine-1-carboxylate C(C)(C)(C)OC(=O)N(C1=C(C(=NN1[C@@H]1CN(CC1)C(=O)OC(C)(C)C)C#C[Si](C)(C)C)C#N)C